(4S)-1-(1-(6-nitrobenzofuran-2-yl)ethyl)-4-(trifluoromethyl)imidazolidin-2-one [N+](=O)([O-])C1=CC2=C(C=C(O2)C(C)N2C(N[C@@H](C2)C(F)(F)F)=O)C=C1